(octane-2-yloxy)dodec-1-ene CC(CCCCCC)OC=CCCCCCCCCCC